3,5-difluoro-4-pyridinecarbonitrile ribosyl-diphosphate C1([C@H](O)[C@H](O)[C@H](O1)CO)OP(O)(=O)OP(=O)(O)O.FC=1C=NC=C(C1C#N)F